COC1=C(C=CC=C1)[C@](C=1NC2=CC=CC=C2C1C1=CC=CC=C1)(C=1NC=CC1)C1=CC=C(C=C1)OC (S)-2-((2-Methoxyphenyl)(4-methoxyphenyl)(1H-pyrrol-2-yl)methyl)-3-phenyl-1H-indole